2-(6-methoxy-2-methylpyrimidin-4-yl)-1-[(2R)-7-methyl-6-(2-methyl-2H-tetrazol-5-yl)-3,4-dihydro-1H-spiro[1,8-naphthyridine-2,3'-pyrrolidin]-1'-yl]propan-1-one COC1=CC(=NC(=N1)C)C(C(=O)N1C[C@@]2(CC1)NC1=NC(=C(C=C1CC2)C=2N=NN(N2)C)C)C